C1(=CC=CC=C1)S(=O)(=O)O.NC[C@H](C1=CC(=CC(=C1)F)Cl)NC(=O)C=1N=CN(C1)C1=NC(=NC=C1C)NC1CCOCC1 (S)-N-(2-amino-1-(3-chloro-5-fluorophenyl)ethyl)-1-(5-methyl-2-((tetrahydro-2H-pyran-4-yl)amino)pyrimidin-4-yl)-1H-imidazole-4-carboxamide benzenesulfonic acid salt